N-methyl-N-[1-[(2R)-2-methyl-3,4-dihydro-2H-1,4-benzoxazin-8-yl]-4-piperidinyl]carbamic acid tert-butyl ester C(C)(C)(C)OC(N(C1CCN(CC1)C1=CC=CC=2NC[C@H](OC21)C)C)=O